(S)-1-((4-(difluoromethyl)-6-(6-methylpyridazin-4-yl)pyridin-3-yl)oxy)-2,4-dimethylpentan-2-amine FC(C1=C(C=NC(=C1)C1=CN=NC(=C1)C)OC[C@](CC(C)C)(N)C)F